5-(2-fluoro-3-(4,4,5,5-tetramethyl-1,3,2-dioxaborolan-2-yl)phenyl)-4-methylthiazole FC1=C(C=CC=C1B1OC(C(O1)(C)C)(C)C)C1=C(N=CS1)C